2-((1,4-dioxaspiro[4.5]decan-8-yl)methyl)-3-((3-bromopyridin-2-yl)methyl)isoindolin-1-one O1CCOC12CCC(CC2)CN2C(C1=CC=CC=C1C2CC2=NC=CC=C2Br)=O